zinc porphyrin imidazole salt N1C=NC=C1.C12=CC=C(N1)C=C1C=CC(=N1)C=C1C=CC(N1)=CC=1C=CC(N1)=C2.[Zn]